C(CCCCCCCCCCC)C([C@@H](C(O)CCCCCCCCCCCC)O)O dilauryl-sn-glycerol